2-[4-(1-benzyl-2-oxo-1,2-dihydropyrimidin-5-yl)oxy-3,5-dichlorophenyl]-3,5-dioxo-1,2,4-triazine-6-carbonitrile C(C1=CC=CC=C1)N1C(N=CC(=C1)OC1=C(C=C(C=C1Cl)N1N=C(C(NC1=O)=O)C#N)Cl)=O